3-amino-5-fluoropicolinamide NC=1C(=NC=C(C1)F)C(=O)N